(R)-4-bromo-2-((2,2-dimethyl-1,3-Dioxolane-4-yl)methoxy)pyridine BrC1=CC(=NC=C1)OC[C@H]1OC(OC1)(C)C